NC1=NN=C(C2=CC(=CC=C12)C=1C=CC(=C(C1)B(O)O)NC(C(C)C)=O)C [5-(1-AMINO-4-METHYLPHTHALAZIN-6-YL)-2-(2-METHYLPROPANAMIDO)PHENYL]BORONIC ACID